tert-butyl (1-(5-(3-cyano-6-ethoxypyrazolo[1,5-a]pyridin-4-yl)pyridin-2-yl)-4-((dimethyl amino)methyl)piperidin-4-yl)carbamate C(#N)C=1C=NN2C1C(=CC(=C2)OCC)C=2C=CC(=NC2)N2CCC(CC2)(CN(C)C)NC(OC(C)(C)C)=O